C(C1=CC=CC=C1)SC1=CC(=C(C=C1F)C=1N=C2N(C=CC(=C2)C)C1C[C@H]1CN(CCO1)C(=O)OC)Cl methyl (S)-2-((2-(4-(benzylthio)-2-chloro-5-fluorophenyl)-7-methylimidazo[1,2-a]pyridin-3-yl)methyl)morpholine-4-carboxylate